N-(5-Bromo-2-(3-morpholinopropoxy)pyridin-3-yl)methanesulfonamide BrC=1C=C(C(=NC1)OCCCN1CCOCC1)NS(=O)(=O)C